BrC=1C=C(SC1)[C@@H](C)NC1=C2C(=C(N=N1)C)C=NC(=C2)C2CCC(CC2)C(=O)OC methyl (1R,4R)-4-(1-(((R)-1-(4-bromothien-2-yl)ethyl)amino)-4-methylpyrido[3,4-d]pyridazin-7-yl)cyclohexane-1-carboxylate